C12(C(CC(CC1)C2)N)N norbornandiamine